FC1(CC=C(CC1)S1CC(CN2C(N=CC3=CC(=CC1=C23)C(F)(F)F)=O)C2=NC=CC=C2)F 1-(4,4-difluorocyclohex-1-en-1-yl)-3-(pyridin-2-yl)-10-(trifluoromethyl)-3,4-dihydro-2H,6H-[1,4]thiazepino[2,3,4-ij]quinazolin-6-one